C(C=C)C1=CC(=C(C=C1)OCC\C=C/CC)OC (Z)-4-allyl-1-(hex-3-en-1-yloxy)-2-methoxybenzene